di(2-methylphenyl)phosphoryl fluoride CC1=C(C=CC=C1)P(=O)(C1=C(C=CC=C1)C)F